iridium-chromium [Cr].[Ir]